CC(=CC)Cl methyl-α-chloropropene